FC=1C(=CC2=C(C(NC=3CNC[C@@H](C23)N(C(=O)C=2NC3=C(C=CC=C3C2)F)C)=O)C1)F (R)-N-(8,9-Difluoro-6-oxo-1,2,3,4,5,6-hexahydrobenzo[c][1,7]naphthyridin-1-yl)-7-fluoro-N-methyl-1H-indole-2-carboxamide